2-(6-(3-fluorophenethyl)quinazolin-4-yl)-2,7-diazaspiro[3.5]nonan FC=1C=C(CCC=2C=C3C(=NC=NC3=CC2)N2CC3(C2)CCNCC3)C=CC1